CC1=C(C(=O)N([C@H]2CNCCC2)C2=NC=CC3=C2C(=CS3)C)C=CC(=C1)C=1SC(=NN1)C (R)-2-methyl-4-(5-methyl-1,3,4-thiadiazol-2-yl)-N-(3-methylthieno[3,2-c]pyridin-4-yl)-N-(piperidin-3-yl)benzamide